Tert-butyl N-[(1S)-1-{[(1S,2S)-2-methyl-1-(methylcarbamoyl)butyl]carbamoyl}-4-{[(2,2,2-trifluoroethoxy)methanethioyl]amino}butyl]carbamate C[C@H]([C@@H](C(NC)=O)NC(=O)[C@H](CCCNC(=S)OCC(F)(F)F)NC(OC(C)(C)C)=O)CC